chlorodioxyphosphorus ClOO[P]